FC1=C(C=C(C=C1OC([2H])([2H])[2H])OC([2H])([2H])[2H])C1CCC=2C(=NNC2C1)C1=C(C=NN1C)[N+](=O)[O-] 6-(2-fluoro-3,5-bis(methoxy-d3)phenyl)-3-(1-methyl-4-nitro-1H-pyrazol-5-yl)-4,5,6,7-tetrahydro-1H-indazole